9,12,15,18,21,24,27,30,33,36,39,42-dodecaoxa-6,46-diazadopentacontan-52-oic acid CCCCCNCCOCCOCCOCCOCCOCCOCCOCCOCCOCCOCCOCCOCCCNCCCCCC(=O)O